(S)-6-(4-(methoxycarbonyl)phenyl)-4-(pyrimidin-2-yl)-3,6-dihydropyridine-1(2H)-carboxylic acid benzyl ester C(C1=CC=CC=C1)OC(=O)N1CCC(=C[C@H]1C1=CC=C(C=C1)C(=O)OC)C1=NC=CC=N1